OCC(CC)NC1CCC(CC1)OC=1N=C(SC1C(=O)[O-])C 4-((4-((1-hydroxybutan-2-yl)amino)cyclohexyl)oxy)-2-methylthiazole-5-carboxylate